6-chloro-2-(2-methylpyridin-4-yl)-1H-pyrrolo[3,2-c]pyridine ClC1=CC2=C(C=N1)C=C(N2)C2=CC(=NC=C2)C